C(C1=CC=CC=C1)OC=1C=C2CCN3C(C2=CC1OC)=C\C(\N(C3=O)CCNC(=O)N)=N/C3=C(C=C(C=C3C)C)C (E)-1-(2-(9-(benzyloxy)-2-(mesitylimino)-10-methoxy-4-oxo-6,7-dihydro-2H-pyrimido[6,1-a]isoquinolin-3(4H)-yl)ethyl)urea